tert-butyl 4-((8-((tert-butoxycarbonyl)(2-(difluoromethoxy)benzyl)amino)-3-isopropylimidazo[1,2-b]pyridazin-6-yl)thio)piperidine-1-carboxylate C(C)(C)(C)OC(=O)N(C=1C=2N(N=C(C1)SC1CCN(CC1)C(=O)OC(C)(C)C)C(=CN2)C(C)C)CC2=C(C=CC=C2)OC(F)F